Di-methylcyclohexane CC1(CCCCC1)C